4-(2-Chloro-6-(3-(4-methylpiperazin-1-yl)prop-1-yn-1-yl)thieno[3,2-d]pyrimidin-4-yl)morpholine ClC=1N=C(C2=C(N1)C=C(S2)C#CCN2CCN(CC2)C)N2CCOCC2